N1=C2C(=CC=C1)CC=C2 5H-cyclopent[b]pyridine